1,2,3,5-tetrakis(diphenylamino)-4,6-dicyanobenzene C1(=CC=CC=C1)N(C1=C(C(=C(C(=C1C#N)N(C1=CC=CC=C1)C1=CC=CC=C1)C#N)N(C1=CC=CC=C1)C1=CC=CC=C1)N(C1=CC=CC=C1)C1=CC=CC=C1)C1=CC=CC=C1